2-chloro-6-methylpyrimidine-4-carbonitrile ClC1=NC(=CC(=N1)C#N)C